5-methyl-3-(trifluoromethyl)imidazo[1,5-a]pyrazine CC1=CN=CC=2N1C(=NC2)C(F)(F)F